6-fluoro-1-(2-hydroxy-2-methylpropyl)-1H-indole-3-carboxylic acid FC1=CC=C2C(=CN(C2=C1)CC(C)(C)O)C(=O)O